N(=[N+]=[N-])C(C)C=1N=NC(=CC1)Cl 3-(1-azidoethyl)-6-chloro-pyridazine